ClC=1C(=CC(=C(C1)CCCCNC(OC(C)(C)C)=O)C)COC1(CC1)C=1C=NC=CC1C1=C(C=CC=C1)OC1CC1 t-butyl (4-(5-chloro-4-((1-(4-(2-cyclopropoxyphenyl)pyridin-3-yl)cyclopropoxy)methyl)-2-methylphenyl)butyl)carbamate